OC1=CC2=C(OC3=C(O2)C=CC=C3O)C=C1 2,6-dihydroxydibenzo-p-dioxin